NCCNC=1C=NC2=CC=C(C=C2N1)C(=O)C=1C(=C(C=CC1F)NC(=O)NC1=CC(=CC=C1)F)F 1-(3-(3-((2-aminoethyl)amino)quinoxaline-6-carbonyl)-2,4-difluorophenyl)-3-(3-fluorophenyl)urea